bis[4-(1,1,3,3-tetra-methylbutyl)phenyl]-2,2-bis(3,5-di-tert-butyl-4-hydroxybenzyl)malonate CC(CC(C)(C)C)(C)C1=CC=C(C=C1)OC(C(C(=O)OC1=CC=C(C=C1)C(CC(C)(C)C)(C)C)(CC1=CC(=C(C(=C1)C(C)(C)C)O)C(C)(C)C)CC1=CC(=C(C(=C1)C(C)(C)C)O)C(C)(C)C)=O